COC=1C=C2C(=CN(C2=CC1)C(CCCCCCC\C=C/C\C=C/CCCCC)=O)C[C@@H]1N(CCC1)C (9Z,12Z)-1-(5-methoxy-3-(((R)-1-methylpyrrolidin-2-yl)methyl)-1H-indol-1-yl)octadeca-9,12-dien-1-one